FC=1C=C2C=C(N(C2=CC1)C1CCN(CC1)[C@@H]1CC[C@@H](CC1)C(C)C)CO (5-fluoro-1-(1-(cis-4-isopropylcyclohexyl)piperidin-4-yl)-1H-indol-2-yl)methanol